ethyl-3-(dimethylamino)propyl-carbodiimide, hydrochloride salt Cl.C(C)N=C=NCCCN(C)C